4-(2-(3-(1H-pyrazol-4-yl)benzoylamino)-1-phenyl-1H-imidazol-4-yl)butanoic acid N1N=CC(=C1)C=1C=C(C(=O)NC=2N(C=C(N2)CCCC(=O)O)C2=CC=CC=C2)C=CC1